OCC=1SC(=C(N1)C)C=1N=C(SC1)C1=CC(=C(C(=O)OC)C=C1)OC methyl 4-[4-[2-(hydroxymethyl)-4-methyl-thiazol-5-yl]thiazol-2-yl]-2-methoxy-benzoate